2-(4-(6-((2-(1-(Cyclopropylsulfonyl)-1H-pyrazol-4-yl)pyrimidin-4-yl)amino)-4-(((1s,4s)-4-(methylamino)cyclohexyl)amino)pyridin-3-yl)thiazol-2-yl)propan-2-ol C1(CC1)S(=O)(=O)N1N=CC(=C1)C1=NC=CC(=N1)NC1=CC(=C(C=N1)C=1N=C(SC1)C(C)(C)O)NC1CCC(CC1)NC